3,5-dichloro-4-((2-(2,2,2-trifluoroethyl)-1-((2-(trimethyl-silyl)ethoxy)methyl)-1H-imidazol-4-yl)methyl)pyridine ClC=1C=NC=C(C1CC=1N=C(N(C1)COCC[Si](C)(C)C)CC(F)(F)F)Cl